N,N-dimethyl-4-sulfamoylbenzamide CN(C(C1=CC=C(C=C1)S(N)(=O)=O)=O)C